(5-Bromo-1H-indazol-3-yl)(4,6,7,8-tetrahydro-1-methylpyrazolo[4,3-c]azepin-5(1H)-yl)methanone BrC=1C=C2C(=NNC2=CC1)C(=O)N1CC2=C(CCC1)N(N=C2)C